1-(2-bromo-5-(tetrahydro-2H-pyran-4-yl)thiazol-4-yl)-N,N-dimethylmethanamine BrC=1SC(=C(N1)CN(C)C)C1CCOCC1